4-({5-[(3R,5R)-3-amino-5-fluoropiperidine-1-carbonyl]-2-[1-(cyclopropylmethyl)-1H-indol-2-yl]-7-methoxy-1H-1,3-benzodiazol-1-yl}methyl)-1-methylpyrrolidin-2-one N[C@H]1CN(C[C@@H](C1)F)C(=O)C1=CC2=C(N(C(=N2)C=2N(C3=CC=CC=C3C2)CC2CC2)CC2CC(N(C2)C)=O)C(=C1)OC